C(CCCCC\C=C/CC\C=C/CCCC)O (7Z,11Z)-7,11-hexadecadienol